2-(4-isobutylphenyl)-N-[1-(4-propylphenyl)ethyl]-4-quinolinecarboxamide C(C(C)C)C1=CC=C(C=C1)C1=NC2=CC=CC=C2C(=C1)C(=O)NC(C)C1=CC=C(C=C1)CCC